ClC1=C(OCCCCCCC(=O)O)C=CC=C1C=1N(C2=NC=NC(=C2N1)OC1(CC1)C)CC1=CC(=CC=C1)Cl 7-(2-chloro-3-(9-(3-chlorobenzyl)-6-(1-methylcyclopropoxy)-9H-purin-8-yl)phenoxy)heptanoic acid